3-(4-bromo-6-chloro-1-(tetrahydro-2H-pyran-2-yl)-1H-indazol-5-yl)propyl methanesulfonate CS(=O)(=O)OCCCC=1C(=C2C=NN(C2=CC1Cl)C1OCCCC1)Br